glutaconic acid (anhydride) C1(C=CCC(=O)O1)=O